isopropyl (S)-6-diazo-2-((S)-2-hydroxy-2-(thiophen-2-yl)acetamido)-5-oxohexanoate [N+](=[N-])=CC(CC[C@@H](C(=O)OC(C)C)NC([C@@H](C=1SC=CC1)O)=O)=O